N-[2-[(3S)-3-(1H-1,2,4-Triazol-5-yl)pyrrolidine-1-carbonyl]-2-azaspiro[3.5]nonan-7-yl]-3-(trifluoromethoxy)benzenesulfonamide N1N=CN=C1[C@@H]1CN(CC1)C(=O)N1CC2(C1)CCC(CC2)NS(=O)(=O)C2=CC(=CC=C2)OC(F)(F)F